[Si](C)(C)(C(C)(C)C)O[C@@H]1[C@@](O[C@H](C1)N1C(NC(C(=C1)F)=O)=O)(C=O)CO[Si](C)(C)C(C)(C)C (2R,3S,5R)-3-[(tert-butyldimethylsilyl)oxy]-2-{[(tert-butyldimethylsilyl)oxy]methyl}-5-(5-fluoro-2,4-dioxo-3H-pyrimidin-1-yl)oxolane-2-carbaldehyde